Hexafluoropropan-2-yl (±)-1-((6-(methylcarbamoyl)pyridin-3-yl)carbamoyl)-6-azaspiro[2.5]octane-6-carboxylate CNC(=O)C1=CC=C(C=N1)NC(=O)[C@@H]1CC12CCN(CC2)C(=O)OC(C(F)(F)F)C(F)(F)F |r|